OC1=C(C(=O)N(C)C)C=CC=C1NC1=C(C(C1=O)=O)N[C@H](CC)C=1OC(=CC1)C 2-hydroxy-N,N-dimethyl-3-[[2-[[(1R)-1-(5-methylfuran-2-yl)propyl]amino]-3,4-dioxocyclobuten-1-yl]amino]benzamide